p-tertbutoxystyrene C(C)(C)(C)OC1=CC=C(C=C)C=C1